C(CC)C(C(=O)[O-])(CCCCCC)CCC.[Nd+3].C(CC)C(C(=O)[O-])(CCCCCC)CCC.C(CC)C(C(=O)[O-])(CCCCCC)CCC neodymium 2,2-dipropyloctanoate